n-(1,3-dimethylbutyl)-N'-phenyl-p-phenylenediamine CC(C)CC(C)NC1=CC=C(C=C1)NC2=CC=CC=C2